trisnonylmethyl-ammonium fluoride [F-].C(CCCCCCCC)[N+](C)(CCCCCCCCC)CCCCCCCCC